3-(2-(diisopropylamino)ethyl)-5-methyl-1H-indol-4-ol C(C)(C)N(CCC1=CNC=2C=CC(=C(C12)O)C)C(C)C